COC1=C(C=CC(=C1)N)N 2-methoxy-1,4-diaminobenzene